2,5-dimethyl-N-methyl-3,4-dihydroxypyrrole sulfite S(=O)(O)O.CC=1N(C(=C(C1O)O)C)C